aluminum methoxymethyl chloride COCCl.[Al]